C(C1=CC=CC=C1)/C(/C(=O)[O-])=C/C(=O)[O-].C(C1=CC=CC=C1)/C(/C(=O)[O-])=C/C(=O)[O-].C(CCC)[Sn+4]CCCC dibutyl-tin di(benzyl maleate)